C(COCCN)OCCN 2'-(ethane-1,2-diylbis(oxy))diethanamine